C1(CCC(N1N([C@@H](C(C)C)C(=O)O)C(CCCCC)=O)=O)=O succinimidyl-hexanoyl-valine